NC12C[C@@H](C(CC1)(CC2)NC(COC2=CC(=C(C=C2)Cl)F)=O)O (S)-N-(4-amino-2-hydroxybicyclo[2.2.2]octan-1-yl)-2-(4-chloro-3-fluorophenoxy)acetamide